NC=1C(=NC(=NC1)N(CC1=CC=C(C=C1)OC)CCC=C)C#N amino-2-(but-3-en-1-yl(4-methoxybenzyl)amino)pyrimidine-4-carbonitrile